Methyl (1S,3R,4S,5S)-2-((S)-1-phenylethyl)-5-(4,4,5,5-tetramethyl-1,3,2-dioxaborolan-2-yl)-2-azabicyclo[2.2.1]heptane-3-carboxylate C1(=CC=CC=C1)[C@H](C)N1[C@H]2C[C@@H]([C@@H]([C@@H]1C(=O)OC)C2)B2OC(C(O2)(C)C)(C)C